2-chloro-5-(4-methylphenyl)-3-(1-methyl-1H-pyrazol-4-yl)pyrazine ClC1=NC=C(N=C1C=1C=NN(C1)C)C1=CC=C(C=C1)C